O[C@]1(CN(CCC1)C1=NC2=CC=CC=C2C=N1)C ((R)-3-hydroxy-3-methylpiperidin-1-yl)quinazolin